C1=CC=NC(=C1)C2=CC=C(N2)C3=CC=CC=N3 2,5-dipyridylpyrrole